(2R,3R,4S,5R)-2-(2-chloro-6-(1-phenylisoindolin-2-yl)purin-9-yl)-5-(hydroxymethyl)tetrahydrofuran-3,4-diol ClC1=NC(=C2N=CN(C2=N1)[C@@H]1O[C@@H]([C@H]([C@H]1O)O)CO)N1C(C2=CC=CC=C2C1)C1=CC=CC=C1